N-(4-((7-Azaspiro[3.5]nonan-2-yl)sulfonyl)-2-methylphenyl)-4-((tetrahydrofuran-3-yl)oxy)-5-(trifluoromethyl)pyrimidin-2-amine C1C(CC12CCNCC2)S(=O)(=O)C2=CC(=C(C=C2)NC2=NC=C(C(=N2)OC2COCC2)C(F)(F)F)C